Cl.CN1N=C(C2=CC(=CC=C12)C=1N=C(N2C1CNCC2)C2COCC2)C=2C=NN(C2)C 1-(1-methyl-3-(1-methyl-1H-pyrazol-4-yl)-1H-indazol-5-yl)-3-(tetrahydrofuran-3-yl)-5,6,7,8-tetrahydroimidazo[1,5-a]pyrazine hydrochloride